C[C@@H]1CN(CCC1)CC1=CC(=C2CN(C(C2=C1)=O)C1=CC(=CC=C1)C1(CC2(CC2)C1)C1=NN=CN1C)C(F)(F)F 6-[[(3S)-3-methyl-1-piperidinyl]methyl]-2-[3-[5-(4-methyl-1,2,4-triazol-3-yl)spiro[2.3]hexan-5-yl]phenyl]-4-(trifluoromethyl)isoindolin-1-one